5-hydroxymethyl-2,4-dihydro-[1,2,4]triazol-3-one OCC=1NC(NN1)=O